C(C(C)C)N[C@@H](CC1=CC=CC=2NC(OC21)=O)C (R)-7-(2-(isobutylamino)propyl)benzo[d]oxazol-2(3H)-one